2'-(5-Methyl-1H-imidazol-2-yl)-5-morpholin-4-yl-3,4'-bipyridine CC1=CN=C(N1)C1=NC=CC(=C1)C=1C=NC=C(C1)N1CCOCC1